(S)-8-(2-amino-6-((R)-2,2,2-trifluoro-1-(4-(3-methyl-1H-pyrazol-1-yl)-[1,1'-biphenyl]-3-yl)ethoxy)pyrimidin-4-yl)-2,8-diazaspiro[4.5]decane-3-carboxylic acid NC1=NC(=CC(=N1)N1CCC2(C[C@H](NC2)C(=O)O)CC1)O[C@@H](C(F)(F)F)C=1C=C(C=CC1N1N=C(C=C1)C)C1=CC=CC=C1